2-[[2-(2-methoxyphenyl)-4-pyrimidinyl]methoxy]benzenepropanoic acid COC1=C(C=CC=C1)C1=NC=CC(=N1)COC1=C(C=CC=C1)CCC(=O)O